O=C(C(=O)OC)C=1C(OC=2C=CC3=C(C2C1)C=CC=C3)=O methyl 2-oxo-2-(3-oxo-3H-benzo[f]chromen-2-yl)acetate